7-fluoro-1-methyl-5-(4,4,5,5-tetramethyl-1,3,2-dioxaborolan-2-yl)-1H-indazole FC=1C=C(C=C2C=NN(C12)C)B1OC(C(O1)(C)C)(C)C